(2,2-dimethyl-1,3-dioxolan-4-yl)methyl (4-nitrophenyl) carbonate C(OCC1OC(OC1)(C)C)(OC1=CC=C(C=C1)[N+](=O)[O-])=O